N[C@H]1CS(C2=C(N(C1=O)CC1=CC=C(C=C1)C1=NOC(=N1)C1CC1)C=C(C=C2)C=2OC(=NN2)N2CCC(CC2)(F)F)(=O)=O (3R)-3-amino-5-[[4-(5-cyclopropyl-1,2,4-oxadiazol-3-yl)phenyl]methyl]-7-[5-(4,4-difluoro-1-piperidinyl)-1,3,4-oxadiazol-2-yl]-1,1-dioxo-2,3-dihydro-1λ6,5-benzothiazepine-4-One